methyl N-[5-[6-[4-(3,4-difluorophenyl)-5-(methoxymethyl)-1,2,4-triazol-3-yl]imidazo[1,2-a]pyridin-3-yl]-2-pyridyl]carbamate FC=1C=C(C=CC1F)N1C(=NN=C1COC)C=1C=CC=2N(C1)C(=CN2)C=2C=CC(=NC2)NC(OC)=O